(7-{[2-(4-chlorophenyl)imidazo[1,2-a]pyrimidin-3-yl]methyl}-3-oxa-7,9-diazabicyclo[3.3.1]non-9-yl)(3-methoxyphenyl)methanone ClC1=CC=C(C=C1)C=1N=C2N(C=CC=N2)C1CN1CC2COCC(C1)N2C(=O)C2=CC(=CC=C2)OC